α,α-dimethylbenzylarsine CC(C1=CC=CC=C1)(C)[AsH2]